N1=C(C=CC=C1)CNCCC1=C(C=C(C(=C1)OC)Br)OC N-[(pyridin-2-yl)methyl]-1-(2,5-dimethoxy-4-bromophenyl)-2-aminoethane